C(C)(C)(C)OC(=O)OC1=C2C=CN=CC2=C(C=C1)CNC(OC(C)(C)C)=O tert-Butyl ([5-{(tert-butoxycarbonyl)oxy}isoquinolin-8-yl]methyl)carbamate